C(C)(C)(C)Cl tert-Butyl chloride